(S)-10-((5-Chloro-2-((3S,5R)-3-fluoro-5-hydroxypiperidin-1-yl)pyrimidin-4-yl)amino)-2-cyclopropyl-3,3-difluoro-7-methyl-1,2,3,4-tetrahydro-[1,4]oxazepino[2,3-c]chinolin-6(7H)-on ClC=1C(=NC(=NC1)N1C[C@H](C[C@H](C1)O)F)NC1=CC=2C3=C(C(N(C2C=C1)C)=O)OCC([C@@H](N3)C3CC3)(F)F